ClC1=CC2=C(N(C(N=C2N2[C@H](CN([C@@H](C2)C)C(C=C)=O)C)=O)C2=C(C=CC=C2)P(=O)(C)C)N=C1C1=C(C=CC=C1)F 6-Chloro-1-(2-dimethylphosphorylphenyl)-4-[(2S,5R)-2,5-dimethyl-4-prop-2-enoyl-piperazin-1-yl]-7-(2-fluorophenyl)pyrido[2,3-d]pyrimidin-2-one